FC1=CC=C(C(=O)N2C(C=3N(CC2)C(=NC3C3=CC=C(C#N)C=C3)C3=NC(=NS3)C)C)C=C1 4-(7-(4-fluorobenzoyl)-8-methyl-3-(3-methyl-1,2,4-thiadiazol-5-yl)-5,6,7,8-tetrahydroimidazo[1,5-a]pyrazin-1-yl)benzonitrile